C[C@H](CC[C@@H](C(C)C)O)[C@H]1CC[C@@H]2[C@@]1(CC[C@H]3[C@H]2CC=C4[C@@]3(CC[C@@H](C4)OS(=O)(=O)O)C)C The molecule is a steroid sulfate that is (24S)-24-hydroxycholesterol carrying a single sulfo substituent at the O-3 position. It is a steroid sulfate and a 24-hydroxy steroid. It derives from a (24S)-24-hydroxycholesterol. It is a conjugate acid of a (24S)-hydroxycholesterol 3-sulfate(1-).